BrC=1C=C2C=C(C(=NC2=CC1)OC)C(C(CCNC)(O)C1=CC(=NC(=C1)OC)OC)C=1SC(=CC1)C 1-(6-bromo-2-methoxyquinolin-3-yl)-2-(2,6-dimethoxypyridin-4-yl)-4-(methylamino)-1-(5-methylthiophene-2-yl)butan-2-ol